O.O.[Na+].[Na+].N[C@@H](CC1=CC=C(C=C1)O)C(=O)[O-].N[C@@H](CC1=CC=C(C=C1)O)C(=O)[O-] L-tyrosine disodium salt dihydrate